C(C=C)(=O)NC1=C(C(=O)NC2=CC(=NN2)CCC2=CC(=CC(=C2)OC)OC)C=CC(=C1)N1CCOCC1 2-acrylamido-N-(3-(3,5-dimethoxyphenethyl)-1H-pyrazol-5-yl)-4-morpholinobenzamide